3,6-diamino-2,5-bis{N-[(1R)-1-carboxy-2-hydroxyethyl]-carbamoyl}pyrazine NC=1C(=NC(=C(N1)C(N[C@H](CO)C(=O)O)=O)N)C(N[C@H](CO)C(=O)O)=O